N[C@@H](C(=O)OC)C methyl (2R)-2-aminopropanoate